FC(CN1C(N2C(C=C1)=NC=C2)=O)(F)F 6-(2,2,2-Trifluoroethyl)imidazo[1,2-c]pyrimidin-5(6H)-one